(E)-3-(dimethylamino)-1-(4-methoxynaphthalene-1-yl)-2-(4-methylphenyl)prop-2-ene CN(/C=C(\CC1=CC=C(C2=CC=CC=C12)OC)/C1=CC=C(C=C1)C)C